3-fluoro-3'-(methoxy-d3)-[1,1'-biphenyl]-4-amine FC=1C=C(C=CC1N)C1=CC(=CC=C1)OC([2H])([2H])[2H]